BrC=1C=NN(C1\C=C(/C#N)\C1=C(C=CC=C1)OC)C (Z)-3-(4-bromo-1-methyl-1H-pyrazol-5-yl)-2-(2-methoxyphenyl)acrylonitrile